O=C1NC(CCC1N1C(C2=CC=CC(=C2C1=O)OCCCCCC1CCN(CC1)C1=CC=C(C=C1)NC1=NN2C(C=N1)=CC=C2C=2C=C(C=CC2)NS(=O)(=O)C)=O)=O N-(3-(2-((4-(4-(5-((2-(2,6-dioxopiperidin-3-yl)-1,3-dioxoisoindolin-4-yl)oxy)pentyl)piperidin-1-yl)phenyl)amino)pyrrolo[2,1-f][1,2,4]triazin-7-yl)phenyl)methanesulfonamide